FC1CC(N(C1)C(CN1C=NN=C1)=O)C(=O)NC(C1=CC=C(C=C1)C(C)C)C1=CC=CC=C1 4-fluoro-N-{phenyl[4-(propan-2-yl)phenyl]methyl}-1-[2-(4H-1,2,4-triazol-4-yl)acetyl]pyrrolidine-2-carboxamide